FC1(CCC(CC1)N[C@@H]1[C@@H](CCCC1)N(C=1C=C2CN(C(C2=CC1)=O)C1C(NC(CC1)=O)=O)C)F 3-(5-(((1R,2S)-2-((4,4-difluorocyclohexyl)amino)cyclohexyl)(methyl)amino)-1-oxoisoindolin-2-yl)piperidine-2,6-dione